[Si](C)(C)(C(C)(C)C)O[C@H]([C@@H](NC1=CC(=C(C=C1)C#N)Cl)C(=O)NNC(C1=CC=C(C=C1)CO[Si](C)(C)C(C)(C)C)=O)C N'-(O-(tert-butyldimethylsilyl)-N-(3-chloro-4-cyanophenyl)-D-threonyl)-4-(((tert-butyldimethylsilyl)oxy)methyl)benzohydrazide